C(C1=CC=CC=C1)N1C[C@@H](CCC1)N1C(C=2N(C=C1)C=CN2)=O (R)-7-(1-benzylpiperidin-3-yl)imidazo[1,2-a]pyrazin-8(7H)-one